Palladium sulfit S(=O)([O-])[O-].[Pd+2]